2-bromo-6-fluoro-4-(trifluoromethyl)benzamide BrC1=C(C(=O)N)C(=CC(=C1)C(F)(F)F)F